COC=1C=C(C=CC1OC)CO[C@@H]1[C@H](O[C@@H]([C@H]([C@H]1OCC1=CC(=C(C=C1)OC)OC)OCC1=CC(=C(C=C1)OC)OC)OC1=CC=C(C=C1)OC)CO [(2R,3R,4S,5S,6R)-3,4,5-tris[(3,4-dimethoxyphenyl)methoxy]-6-(4-methoxyphenoxy)tetrahydropyran-2-yl]methanol